BrC1=CC=2N(C=C1)N=CC2C(=O)N(C)C 5-Bromo-N,N-dimethylpyrazolo[1,5-a]pyridine-3-carboxamide